C1=CC=CCC1 1,3-Cyclohexadien